C(CCC)C1=CC=C(COCC(CCCCN2C[C@@H]([C@H]([C@@H]([C@H](C2)O)O)O)O)F)C=C1 (3S,4R,5R,6S)-1-{6-[(4-butylbenzyl)oxy]-5-fluorohexyl}-3,4,5,6-azepanetetrol